1,6-bis(p-carboxyphenoxy)hexane C(=O)(O)C1=CC=C(OCCCCCCOC2=CC=C(C=C2)C(=O)O)C=C1